2-chloro-4-(3-(trans-4-(3-hydroxypropyl)cyclohexyl)-4,4-dimethyl-5-oxo-2-thioxoimidazolidin-1-yl)benzonitrile ClC1=C(C#N)C=CC(=C1)N1C(N(C(C1=O)(C)C)[C@@H]1CC[C@H](CC1)CCCO)=S